COC(=O)C1=CN=C2C(=N1)N(C(=C2\C=C\OC)C(C)(C)C)C.CC=2C=CC=C1CCN(C21)S(=O)(=O)C2=C(C=CC(=C2)N2C=NC(=C2)C)C 7-Methyl-1-[2-methyl-5-(4-methylimidazol-1-yl)phenyl]sulfonyl-indoline methyl-6-tert-butyl-7-[(E)-2-methoxyvinyl]-5-methyl-pyrrolo[2,3-b]pyrazine-3-carboxylate